CC1=CC(=NN1C1CCNCC1)C1=CC=C(C=C1)OC(F)(F)F 4-[5-methyl-3-[4-(trifluoromethoxy)phenyl]pyrazol-1-yl]piperidine